3-(4-amino-2-((3-fluoropyridin-2-yl)methyl)-7-(1-methyl-6-oxo-1,6-dihydropyridin-3-yl)-2H-[1,2,3]triazolo[4,5-c]pyridin-6-yl)benzonitrile NC1=NC(=C(C=2C1=NN(N2)CC2=NC=CC=C2F)C2=CN(C(C=C2)=O)C)C=2C=C(C#N)C=CC2